C1(C2CC(CC1)O2)CC[Si](OCC)(OCC)OCC 2-(2,4-epoxycyclohexyl)ethyltriethoxysilane